FC(OC1=CC=C(C=C1)S(=O)(=O)N1[C@H]2CC(C[C@@H]1CC2)NCC2(COC2)C)F (1R,3s,5S)-8-((4-(difluoromethoxy)phenyl)sulfonyl)-N-((3-methyloxetan-3-yl)methyl)-8-azabicyclo[3.2.1]octan-3-amine